[Cu].NC1=NC=C(C2=C1C=NN2COCC[Si](C)(C)C)NC(=O)C(=O)N(CC=2C=NC(=CC2)C(F)(F)F)CC2=CC=C(C=C2)C(F)(F)F N-[4-amino-1-(2-trimethylsilylethoxymethyl)pyrazolo[4,3-c]pyridin-7-yl]-N'-[[4-(trifluoromethyl)phenyl]methyl]-N'-[[6-(trifluoromethyl)-3-pyridyl]methyl]oxamide Copper